F[C@H]1[C@H](C1)N1C(C(=CC=C1)NC(=O)C=1C(=NC=2N(C1)C=C(N2)C21COC(C2)(C1)COC)OC(C)C)=O N-(1-((1S,2R)-2-fluorocyclopropyl)-2-oxo-1,2-dihydropyridin-3-yl)-7-isopropoxy-2-(1-(methoxymethyl)-2-oxabicyclo[2.1.1]hexan-4-yl)imidazo[1,2-a]pyrimidine-6-carboxamide